(R)-1-(1-(2,2-difluoropropyl)-8-methoxy-9-(2-methyl-2H-tetrazol-5-yl)-5,6-dihydropyrrolo[2,1-a]isoquinoline-3-carbonyl)-2-methylpyrrolidine-2-carbonitrile FC(CC=1C=C(N2C1C1=CC(=C(C=C1CC2)OC)C=2N=NN(N2)C)C(=O)N2[C@](CCC2)(C#N)C)(C)F